NC=1C=2N(C=C(N1)C1=CC(=CC=C1)F)C(=CN2)C=2C=C(C=CC2C)S(=O)(=O)N[C@@H]2CC[C@H](CC2)O 3-[8-Amino-6-(3-fluorophenyl)imidazo[1,2-a]pyrazin-3-yl]-N-(trans-4-hydroxycyclohexyl)-4-methylbenzenesulfonamide